tert-butyl 4-{[(5-oxopentyl)oxy]methyl}piperidine-1-carboxylate O=CCCCCOCC1CCN(CC1)C(=O)OC(C)(C)C